ClC(Cl)N(C(C)C)C(C)C 1,1-dichloro-methyl-N,N-diisopropylamine